2,5-Bis(3-methoxydibenzo[b,d]furan-4-yl)thiophene COC=1C=CC2=C(OC3=C2C=CC=C3)C1C=1SC(=CC1)C1=C(C=CC3=C1OC1=C3C=CC=C1)OC